(3r,4r)-1-(1-((5-chloro-2-pyrimidinyl)methyl)-5,7-difluoro-1H-benzoimidazol-2-yl)-4-fluoro-3-piperidinamine ClC=1C=NC(=NC1)CN1C(=NC2=C1C(=CC(=C2)F)F)N2C[C@H]([C@@H](CC2)F)N